2-(2-(1H-pyrazol-1-yl)ethyl)-5-amino-8-bromo-7-phenyl-[1,2,4]triazolo[4,3-c]pyrimidin-3(2H)-one N1(N=CC=C1)CCN1N=C2N(C(=NC(=C2Br)C2=CC=CC=C2)N)C1=O